(2-oxo-1,3-dihydro-benzimidazol-4-yl)-3-[[2-pyrrolidin-1-yl-6-(trifluoromethyl)-3-pyridinyl]methyl]urea O=C1NC2=C(N1)C=CC=C2NC(=O)NCC=2C(=NC(=CC2)C(F)(F)F)N2CCCC2